ON(CC1=CC=CC=C1)C(C1=C(C=CC=C1)C1=CC=CC=C1)P(C1=CC=CC=C1)C1=CC=CC=C1 (((hydroxy)benzylamino)(1,1'-biphenylyl)methyl)diphenylphosphine